(R)-(4,5-dihydrobenzo[b]imidazo[1,2-d][1,4]oxazepin-4-yl) carbamate C(N)(O[C@@H]1C=2N(C3=C(OC1)C=CC=C3)C=CN2)=O